chromium-nickel-tungsten-cobalt [Co].[W].[Ni].[Cr]